C(C)(C)(C)OC(=O)NC=1SC=C(C1)B(O)O 2-(TERT-BUTOXYCARBONYLAMINO)-THIOPHENE-4-BORONIC ACID